(5S)-5-amino-1'-[7-(2-fluorophenyl)-6-methyl-pyrazolo[1,5-a]pyrazin-4-yl]spiro[5,7-dihydro-cyclopenta[b]pyridine-6,4'-piperidine]-3-carbonitrile N[C@@H]1C=2C(=NC=C(C2)C#N)CC12CCN(CC2)C=2C=1N(C(=C(N2)C)C2=C(C=CC=C2)F)N=CC1